(E)-3-((3-((E)-4-(((2S,6R)-2,6-diMethylmorpholino)methyl)styryl)-1H-indazol-6-yl)methylene)-5-phenylpyrrolidin-2-one trifluoroacetate FC(C(=O)O)(F)F.C[C@@H]1O[C@@H](CN(C1)CC1=CC=C(/C=C/C2=NNC3=CC(=CC=C23)\C=C/2\C(NC(C2)C2=CC=CC=C2)=O)C=C1)C